COC(C(CO)NC(C1=CC=CC=C1)(C1=CC=CC=C1)C1=CC=CC=C1)=O 3-hydroxy-2-(tritylamino)propionic acid (S)-methyl ester